FC(C(C(F)(F)F)(O)C1=NOC(=C1)CN1C(N(C=2N=CN(C2C1=O)C)C)=O)(F)F 1-((3-(1,1,1,3,3,3-hexafluoro-2-hydroxypropan-2-yl)isoxazol-5-yl)methyl)-3,7-dimethyl-1H-purine-2,6(3H,7H)-dione